(S)-1-((2S,4R,5R)-4-acetoxy-5-(2-amino-8-oxo-7-(prop-2-yn-1-yl)-7,8-dihydro-9H-purin-9-yl) tetrahydrofuran-2-yl) but-3-yn-1-ylacetate C(CC#C)CC(=O)O[C@@H]1O[C@H]([C@@H](C1)OC(C)=O)N1C2=NC(=NC=C2N(C1=O)CC#C)N